BrC1=NN(C=2N=C(N(C(C21)=O)C)Cl)COCC[Si](C)(C)C 3-bromo-6-chloro-5-methyl-1-((2-(trimethylsilyl)ethoxy)methyl)-1,5-dihydro-4H-pyrazolo[3,4-d]pyrimidin-4-one